COC=1C=C(C=CC1S(=O)(=O)C)N(C(OC(C)(C)C)=O)CC#C tert-butyl N-(3-methoxy-4-methylsulfonyl-phenyl)-N-prop-2-ynyl-carbamate